1,1-Diphenylacetic acid C1=CC=C(C=C1)C(C2=CC=CC=C2)C(=O)O